C(C)(=O)N1[C@H](CCC2=CC(=CC=C12)C1=CC=C(CCNC(=O)C2=CC=3N=C(N=C(C3S2)N2CCOCC2)Cl)C=C1)C (S)-N-(4-(1-acetyl-2-methyl-1,2,3,4-tetrahydroquinolin-6-yl)phenethyl)-2-chloro-4-morpholinothieno[3,2-d]pyrimidine-6-carboxamide